5-(((tert-butyldimethylsilyl)oxy)(phenyl)methyl)-2-(4-(6-(1-methyl-1H-pyrazol-4-yl)pyrazolo[1,5-a]pyridin-3-yl)piperazin-1-yl)oxazole [Si](C)(C)(C(C)(C)C)OC(C1=CN=C(O1)N1CCN(CC1)C=1C=NN2C1C=CC(=C2)C=2C=NN(C2)C)C2=CC=CC=C2